CC1=CC=C(C=C1)S(=O)(=O)O.C(=C)N1C(CCC1)=O N-vinyl-pyrrolidone p-toluenesulfonate